4-(8-fluoro-2-((hexahydro-1H-pyrrolizin-7a-yl)methoxy)-4-(2,2,2-trifluoroethoxy)pyrido[4,3-d]pyrimidin-7-yl)-1-(tetrahydro-2H-pyran-2-yl)-1H-benzo[f]indazole FC1=C(N=CC2=C1N=C(N=C2OCC(F)(F)F)OCC21CCCN1CCC2)C2=C1C=NN(C1=CC1=C2C=CC=C1)C1OCCCC1